C(C)OC(=O)C=1C=NN(C1)C(C)C=1C=NC(=CC1OC)Cl 1-(1-(6-chloro-4-methoxypyridin-3-yl)ethyl)-1H-pyrazole-4-carboxylic acid ethyl ester